(S)-3-methyl-7-((3-methylpiperidin-1-yl)methyl)-1-((2-(trimethylsilyl)ethoxy)methyl)-1H-pyrrolo[3,2-b]pyridine-5-carboxylic acid methyl ester COC(=O)C1=CC(=C2C(=N1)C(=CN2COCC[Si](C)(C)C)C)CN2C[C@H](CCC2)C